CC(C(=O)ON)(C)C amino 2,2-dimethylpropionate